ClC1=C(NCC=2C(=NC(=NC2)Cl)Cl)C(=C(C=C1OC)OC)Cl 2,6-dichloro-N-((2,4-dichloropyrimidin-5-yl)methyl)-3,5-dimethoxyaniline